Tert-butyl (2-(hydroxymethyl)-1-((2-(trimethylsilyl)ethoxy)methyl)-1H-pyrrolo[3,2-b]pyridin-5-yl)carbamate OCC1=CC2=NC(=CC=C2N1COCC[Si](C)(C)C)NC(OC(C)(C)C)=O